CC1=CC=CC(=C1)OC(F)(F)F 2-methyl-4-(trifluoromethoxy)benzene